C(C)(=O)C=1C=C(C=C2C(N(C(=NC12)N1CC2CC2C1)C)=O)Cl 8-acetyl-2-(3-azabicyclo[3.1.0]hexan-3-yl)-6-chloro-3-methylquinazolin-4-one